(5-chloro-4-nitro-pyrazol-1-yl)-1-ethyl-4,4-difluoro-piperidine ClC1=C(C=NN1C1N(CCC(C1)(F)F)CC)[N+](=O)[O-]